1-(6-(3-chloro-4-(2-fluorophenyl)-7-(4-methylthiazol-5-yl)-1,5-naphthyridin-2-yl)-2,6-diazaspiro[3.4]octan-2-yl)prop-2-en-1-one ClC=1C(=NC2=CC(=CN=C2C1C1=C(C=CC=C1)F)C1=C(N=CS1)C)N1CC2(CN(C2)C(C=C)=O)CC1